C(C)(=O)NC=1N=C(N(C1)C)C(=O)NC=1C=C2C=C(NC2=CC1)C(=O)O 5-(4-acetamido-1-methyl-1H-imidazole-2-carboxamido)-1H-indole-2-carboxylic acid